C(C)N1C(N(C2=CC(=CC=3C2=C1N=CN3)CN3CCN(CC3)C=3C=CC(=NC3)C(=O)NC)CC3=CC=C(C=C3)OC)=O 5-(4-((3-ethyl-1-(4-methoxybenzyl)-2-oxo-2,3-dihydro-1H-pyrimido[4,5,6-de]quinazolin-8-yl)methyl)piperazin-1-yl)-N-methylpyridineamide